CO[C@@H]1CN(CC1)CC1=CC(=NC=C1)NC=1SC2=C(N1)C=CC(=C2)C=2C=NNC2C (S)-N-(4-((3-methoxypyrrolidin-1-yl)methyl)pyridin-2-yl)-6-(5-methyl-1H-pyrazol-4-yl)benzo[d]thiazol-2-amine